4-morpholino-N-phenylpyrido[3',2':4,5]furo[3,2-d]pyrimidin-2-amine O1CCN(CC1)C=1C2=C(N=C(N1)NC1=CC=CC=C1)C1=C(O2)N=CC=C1